4-fluoro-2H-spiro[benzofuran-3,1'-cyclopropane]-6-amine FC1=CC(=CC2=C1C1(CC1)CO2)N